ethylene glycol bis(2-mercaptoacetate) SCC(=O)OCCOC(CS)=O